CN(CCC1=CNC2=CC=CC=C12)CC=C N-methyl-N-allyl-tryptamine